(S)-2-((4-(6-((isoquinolin-6-yl)methoxy)pyridin-2-yl)piperidine-1-yl)methyl)-3-((oxetan-2-yl)methyl)-3H-imidazo[4,5-b]pyridine-5-carboxylic acid C1=NC=CC2=CC(=CC=C12)COC1=CC=CC(=N1)C1CCN(CC1)CC1=NC=2C(=NC(=CC2)C(=O)O)N1C[C@H]1OCC1